ClC1=C(CN2CCN(C3=CC=CC=C23)C(CN2CCN(CC2)C)=O)C=CC=C1 1-(4-(2-chlorobenzyl)-3,4-dihydroquinoxaline-1(2H)-yl)-2-(4-methylpiperazin-1-yl)ethan-1-one